(S)-2-((R)-2-amino-2-(2,3-dihydro-1H-inden-2-yl)acetamido)-N-((1-aminoisoquinolin-6-yl)methyl)propanamide dihydrochloride Cl.Cl.N[C@@H](C(=O)N[C@H](C(=O)NCC=1C=C2C=CN=C(C2=CC1)N)C)C1CC2=CC=CC=C2C1